OC1=CC(CCC1)=O 3-hydroxycyclohex-2-en-1-on